C(C)(=O)O[C@@H]1[C@H](O[C@H]([C@@H]([C@H]1OC(C)=O)OC(C)=O)OC(C)=O)C(=O)N[C@@H](CC(=O)OCC1=CC=CC=C1)C(=O)OC(C)(C)C 4-benzyl 1-(tert-butyl) ((2S,3S,4S,5R,6S)-3,4,5,6-tetraacetoxytetrahydro-2H-pyran-2-carbonyl)-L-aspartate